2-[6-(4-methanesulfonylpiperazin-1-yl)pyridin-3-yl]-N-{[4-methyl-2-(piperidin-1-yl)phenyl](5-methylfuran-2-yl)methyl}acetamide CS(=O)(=O)N1CCN(CC1)C1=CC=C(C=N1)CC(=O)NC(C=1OC(=CC1)C)C1=C(C=C(C=C1)C)N1CCCCC1